hafnium zirconium carbon [C].[Zr].[Hf]